BrCCC(=O)NC1=CC(=C(C=C1)OC)Br 3-bromo-N-(3-bromo-4-methoxyphenyl)propanamide